O1CCN(CC1)CCOC1=CC=C(N=N1)CO (6-(2-Morpholinoethoxy)pyridazin-3-yl)methanol